C1=CC=CC=2C3=CC=CC=C3C(C12)COC(=O)N[C@@H](C(C)C)C(=O)O N-(9-fluorenylmethoxycarbonyl)valine